O=C(CCC(=O)NN)NC1=CC=C(C=C1)SSC1=NC=CC=C1 4-oxo-4-[[4-(2-pyridyldithio)phenyl]amino]-butyric acid, hydrazide